(6-((2-((2-methoxy-5-(1-methyl-1H-pyrazol-4-yl)phenyl)amino)-7H-pyrrolo[2,3-d]pyrimidin-4-yl)amino)quinoxalin-5-yl)dimethyl-phosphine oxide COC1=C(C=C(C=C1)C=1C=NN(C1)C)NC=1N=C(C2=C(N1)NC=C2)NC=2C(=C1N=CC=NC1=CC2)P(C)(C)=O